NOCC(=O)NC(C(=O)NC1=C(C=C(C(=O)N)C=C1F)F)C 4-(2-(2-(aminooxy)acetamido)propionylamino)-3,5-difluorobenzamide